CC(CC[Si](Cl)(Cl)Cl)(C)C 3,3-dimethylbutyltrichlorosilane